tert-butyl 4-((2-((6-(benzylthio)pyridazin-3-yl)carbamoyl)phenoxy)sulfonyl)piperazine-1-carboxylate C(C1=CC=CC=C1)SC1=CC=C(N=N1)NC(=O)C1=C(OS(=O)(=O)N2CCN(CC2)C(=O)OC(C)(C)C)C=CC=C1